methyl 1-(2-tert-butoxy-2-oxoethyl)-3-carbamoyl-1H-indazole-6-carboxylate C(C)(C)(C)OC(CN1N=C(C2=CC=C(C=C12)C(=O)OC)C(N)=O)=O